(1R,4aS,10aR)-6-hydroxy-1,4a-dimethyl-1,2,3,4,4a,9,10,10a-octahydrophenanthrene OC=1C=C2[C@]3(CCC[C@H]([C@H]3CCC2=CC1)C)C